5-(((trans-3-(3-cyclopropyl-4-(2,7-naphthyridin-1-yl)-1H-pyrazol-1-yl)cyclobutyl)methyl)amino)-2-(2,6-dioxopiperidin-3-yl)isoindoline-1,3-dione C1(CC1)C1=NN(C=C1C1=NC=CC2=CC=NC=C12)[C@@H]1C[C@H](C1)CNC=1C=C2C(N(C(C2=CC1)=O)C1C(NC(CC1)=O)=O)=O